S1C(=CC=C1)C1=CN=CC(=N1)OCCN1CCOCC1 4-{2-{[6-(thiophen-2-yl)pyrazin-2-yl]oxy}ethyl}morpholine